C(CCC)[Sn](C=1SC=CN1)(CCCC)CCCC 2-(tributylstannyl)thiazole